(S)-2-amino-4-(methylthio)-N-(4-phenylthiazol-2-yl)butanamide N[C@H](C(=O)NC=1SC=C(N1)C1=CC=CC=C1)CCSC